1-((3,3-difluorocyclobutyl)methyl)-5,5-difluoro-3-(trifluoromethyl)-4,5,6,7-tetrahydro-1H-indol-4-ol FC1(CC(C1)CN1C=C(C=2C(C(CCC12)(F)F)O)C(F)(F)F)F